methyl 3-(4-aminophenyl)bicyclo[1.1.1]pentane-1-carboxylate NC1=CC=C(C=C1)C12CC(C1)(C2)C(=O)OC